tert-butyl ((5-(aminomethyl)thiophen-2-yl)methyl)carbamate NCC1=CC=C(S1)CNC(OC(C)(C)C)=O